CC1=C(C(=O)O)C=CC(=C1)C(C)=O 2-methyl-4-acetyl-benzoic acid